C(#N)C=1C=C(C=CC1)N(C(=O)[C@H]1NCCC1)C (2S)-N-(3-cyanophenyl)-N-methylpyrrolidine-2-carboxamide